3-amino-2'-hydroxy-4,4',6'-trimethoxychalcone NC=1C=C(C=CC1OC)\C=C\C(=O)C1=C(C=C(C=C1OC)OC)O